IC=1C=NN(C1)C(C(=O)NC1=C(C=C(C=C1)C(F)(F)F)C1=CC=CC=C1)(C)C 2-(4-iodo-1H-pyrazol-1-yl)-2-methyl-N-(5-(trifluoromethyl)-[1,1'-biphenyl]-2-yl)propionamide